BrC1=CC(=CC=2C=3N(CCOC21)C=NC3)C(=O)NC3CCC(CC3)OCCOC 8-Bromo-N-((1r,4r)-4-(2-methoxyethoxy)cyclohexyl)-5,6-dihydrobenzo[f]imidazo[1,5-d][1,4]oxazepine-10-carboxamide